COC1=C(C=C(C=C1)N1C(NCCC1)=O)OCCCCC 1-(4-methoxy-3-(pentyloxy)phenyl)tetrahydropyrimidin-2(1H)-one